[Na].N1(C)C(=O)N(C)C=2N=CNC2C1=O theophylline sodium salt